1-(4-(2-benzothiazolyl)-phenyl)-3-(1-bromo-2-naphthyl)-2-propen-1-one S1C(=NC2=C1C=CC=C2)C2=CC=C(C=C2)C(C=CC2=C(C1=CC=CC=C1C=C2)Br)=O